N[C@H](C(=O)O)C(C)(C)C (S)-2-amino-3,3-dimethylbutanoic acid